(1R,3S)-3-(5-{2-[(2-formyl-3-hydroxyphenyl)methoxy]acetamido}-2H-pyrazol-3-yl)cyclopentyl N-isopropylcarbamate C(C)(C)NC(O[C@H]1C[C@H](CC1)C=1NN=C(C1)NC(COCC1=C(C(=CC=C1)O)C=O)=O)=O